N-(4-chlorophenyl)dimethylurea ClC1=CC=C(C=C1)N(C(=O)NC)C